ClC1=C(C=CC=C1)SC1=C(C=CC=C1)SC1=C(C=CC=C1)Cl 1,2-bis(2-chlorophenyl-thio)benzene